CC1=NC2=C3C(=C(C=C2C(=N1)N[C@H](C)C1=CC(=CC=C1)C(F)(F)F)B1OC(C(O1)(C)C)(C)C)N(N=C3)C 2,7-dimethyl-6-(tetramethyl-1,3,2-dioxaborolan-2-yl)-N-[(1R)-1-[3-(trifluoromethyl)phenyl]ethyl]-7H-pyrazolo[3,4-h]quinazolin-4-amine